ClC1=C(CNC(=O)[C@]2(C=3C=CC=NC3[C@@H](CC2)O)F)C=C(C(=C1)F)F (5S,8R)-N-(2-chloro-4,5-difluorobenzyl)-5-fluoro-8-hydroxy-5,6,7,8-tetrahydroquinoline-5-carboxamide